NC1=C(C=CC(=C1)N1CCN(CC1)C)C1(CC1)C#N 1-(2-amino-4-(4-methylpiperazin-1-yl)phenyl)cyclopropane-1-carbonitrile